(2,6-difluorophenyl)-4-((3-fluoro-4-(tetrahydro-2H-pyran-4-yl)phenyl)amino)pyridazine-3-carboxamide FC1=C(C(=CC=C1)F)C=1C(=C(N=NC1)C(=O)N)NC1=CC(=C(C=C1)C1CCOCC1)F